ClC1=CC=C(C=C1)C=1N=C(C2=C(N1)C=C(C=N2)N[C@H](CO)C)C=2C=NN(C2)C (S)-2-((2-(4-chlorophenyl)-4-(1-methyl-1H-pyrazol-4-yl)pyrido[3,2-d]pyrimidin-7-yl)amino)propan-1-ol